P(=O)#C[N+](CCO)(C)C phosphoryl-choline